3-[(1H-1,3-benzodiazol-2-yl)amino]-N-[(3S)-oxolan-3-yl]-3-[3-(trifluoromethyl)phenyl]propanamide N1C(=NC2=C1C=CC=C2)NC(CC(=O)N[C@@H]2COCC2)C2=CC(=CC=C2)C(F)(F)F